3-methyl-1-phenyl-2-pyrazolin CC1=NN(CC1)C1=CC=CC=C1